N-[(2S,3R)-4,4-difluoro-2-[(2-fluoro[1,1'-biphenyl]-3-yl)methyl]-1-(2-methyl-propanoyl)pyrrolidin-3-yl]methane-sulfonamide FC1([C@@H]([C@@H](N(C1)C(C(C)C)=O)CC=1C(=C(C=CC1)C1=CC=CC=C1)F)NS(=O)(=O)C)F